N,N'-bis(3-phenylbut-3-enyl)hexahydropyrroloquinoline C1(=CC=CC=C1)C(CCN1CCCC2CCC3C(=C12)C=CN3CCC(=C)C3=CC=CC=C3)=C